O=C1N(C(C=C1)=O)CCCCCC(=O)N[C@@H](C(C)C)C(N[C@@H](C)C(NC1=CC=C(C=C1)CO)=O)=O 6-(2,5-dioxo-2,5-dihydro-1H-pyrrol-1-yl)-N-[(1S)-1-{[(1S)-1-{[4-(hydroxymethyl)phenyl]carbamoyl}ethyl]carbamoyl}-2-methylpropyl]hexanamide